C1(CCCCC1)N=N N-cyclohexyldiazene